N-[9-[(2R,6S)-6-[[bis(4-methoxyphenyl)-phenyl-methoxy]methyl]-6-(triisopropylsilyl-oxymethyl)morpholin-2-yl]-6-oxo-1H-purin-2-yl]-2-methyl-propionamide COC1=CC=C(C=C1)C(OC[C@]1(O[C@H](CNC1)N1C=2N=C(NC(C2N=C1)=O)NC(C(C)C)=O)CO[Si](C(C)C)(C(C)C)C(C)C)(C1=CC=CC=C1)C1=CC=C(C=C1)OC